FC1=C(C=CC(=C1)N1N=C(C=C1)CO)NC1=NC=C2C=CC(=NC2=C1)N(CC(=O)OC)C1CCC(CC1)N(C)C Methyl 2-[[7-([2-fluoro-4-[3-(hydroxymethyl)pyrazol-1-yl]phenyl]amino)-1,6-naphthyridin-2-yl][(1s,4s)-4-(dimethylamino)cyclohexyl]amino]acetate